thiazole-4-carboxylic acid ethyl ester C(C)OC(=O)C=1N=CSC1